C(C)(C)(C)OC(=O)N[C@H](C(=O)OC)[C@@H](C)O methyl (2S,3R)-2-[(tert-butoxycarbonyl)amino]-3-hydroxybutanoate